2-(3-acetyl-5-(6-(4-methylpiperazin-1-yl)pyridin-3-yl)-1H-indazol-1-yl)-N-(2-((3-chloro-2-fluorophenylmethyl)amino)-2-oxoethyl)-N-cyclopropylacetamide C(C)(=O)C1=NN(C2=CC=C(C=C12)C=1C=NC(=CC1)N1CCN(CC1)C)CC(=O)N(C1CC1)CC(=O)NCC1=C(C(=CC=C1)Cl)F